tert-Butyl (S)-(6-(2-((tert-butoxycarbonyl)amino)propyl)-2-chloro-7-phenylthieno[3,2-d]pyrimidin-4-yl)(thiophen-2-ylmethyl)carbamate C(C)(C)(C)OC(=O)N[C@H](CC1=C(C=2N=C(N=C(C2S1)N(C(OC(C)(C)C)=O)CC=1SC=CC1)Cl)C1=CC=CC=C1)C